NC1=C(SC2=NC(=C(C(=C21)C2=CC=CC=C2)C#N)C2=CC=1C(N=C2)=NN(C1)C)S(=O)CCOC 3-amino-2-((2-methoxyethyl)sulfinyl)-6-(2-methyl-2H-pyrazolo[3,4-b]pyridin-5-yl)-4-phenylthieno[2,3-b]pyridine-5-carbonitrile